(3,3-difluorocyclobutyl) N-[(S)-(4,4-difluorocyclohexyl)-[7-[(1S)-2-methoxy-1-[(4S)-2-oxo-4-(trifluoromethyl)imidazolidin-1-yl] ethyl] imidazo[1,2-b]pyridazin-2-yl] methyl]carbamate FC1(CCC(CC1)[C@H](NC(OC1CC(C1)(F)F)=O)C=1N=C2N(N=CC(=C2)[C@@H](COC)N2C(N[C@@H](C2)C(F)(F)F)=O)C1)F